3-(3-(difluoromethyl)-8-methyl-[1,2,4]triazolo[4,3-a]pyridin-7-yl)propanoate FC(C1=NN=C2N1C=CC(=C2C)CCC(=O)[O-])F